C(C)O[C@H]1CC(C[C@H](C1)C)(C)C (3R,5R)-3-ethoxy-1,1,5-trimethylcyclohexane